(5-chloro-2-methoxy-phenyl)methanol ClC=1C=CC(=C(C1)CO)OC